C1(=CC=CC=C1)C1=C(C(=NN=N1)C1=C(C=CC=C1)C1=C(C=CC=2SC3=C(C21)C=CC=C3)C3=C(C(=CC=2C1=CC=CC=C1CC32)C)C)C3=C(C=CC=C3)C=3C(=CC=CC3)C3=CC=CC=C3 [phenyl-(terphenylyl)triazinyl][(dimethylfluorenyl)dibenzothiophenyl]benzene